(1,3-Dioxolane-2-yl)methyltriphenyl-phosphine bromide [Br-].O1C(OCC1)CC1=C(C=CC=C1)P(C1=CC=CC=C1)C1=CC=CC=C1